N-(tert-butyl)-1H-indazole-7-carboxamide C(C)(C)(C)NC(=O)C=1C=CC=C2C=NNC12